FC1=CC=C(C=C1)C1=CC=C(C=C1)OC 4-fluoro-4'-methoxybiphenyl